Racemic-tert-butyl (E)-(3-(3-(((7-fluoro-3-methylbenzo[b]thiophen-2-yl)methyl)(methyl)amino)-3-oxoprop-1-en-1-yl)-8-oxo-6,7,8,9-tetrahydro-5H-pyrido[2,3-b]azepin-7-yl)carbamate FC1=CC=CC2=C1SC(=C2C)CN(C(/C=C/C2=CC1=C(NC([C@@H](CC1)NC(OC(C)(C)C)=O)=O)N=C2)=O)C |r|